ClCC(CO)O 3-Chloro-1,2-propandiol